C=CC(=CC=CCCCCCCCCCCC)O 3-heptadecanetrienol